ClCCN1CC2(C1)OCCC2 2-(2-chloroethyl)-5-oxa-2-azaspiro[3.4]octane